FC(C1=CC=C(CN2C=C([C@H]3[C@H](O)[C@H](O)[C@@H](CO)O3)C(NC2=O)=O)C=C1)(F)F 1-(4-Trifluoromethylbenzyl)pseudouridine